(S)-7-(2,4-difluoro-6-(2-hydroxyethoxy)phenyl)-6-((S)-4-methyl-4,5,6,7-tetrahydropyrazolo[1,5-a]pyrazin-2-yl)thieno[3,2-c]pyridin-4-yl trifluoromethanesulfonate FC(S(=O)(=O)OC1=NC(=C(C2=C1C=CS2)C2=C(C=C(C=C2OCCO)F)F)C2=NN1C([C@@H](NCC1)C)=C2)(F)F